7-[8-ethyl-7-fluoro-3-(methoxymethoxy)naphthalen-1-yl]-4-[(1S,5S,6R)-6-hydroxy-3-azabicyclo[3.2.1]octan-3-yl]-2-methanesulfinyl-8-methylpyrano[4,3-d]pyrimidin-5-one C(C)C=1C(=CC=C2C=C(C=C(C12)C1=C(C=2N=C(N=C(C2C(O1)=O)N1C[C@@H]2C[C@H]([C@H](C1)C2)O)S(=O)C)C)OCOC)F